(S)-2,8-diaminooctanoic acid N[C@H](C(=O)O)CCCCCCN